((1-(4,7-dimethyl-5-oxo-2-phenethyl-4,5-dihydro-2H-pyrazolo[3,4-c]isoquinolin-9-yl)ethyl)amino)benzoic acid CN1C(C=2C=C(C=C(C2C=2C1=NN(C2)CCC2=CC=CC=C2)C(C)NC2=C(C(=O)O)C=CC=C2)C)=O